5-(4-Methoxy-3-nitro-phenoxy)-1-methyl-1H-indole COC1=C(C=C(OC=2C=C3C=CN(C3=CC2)C)C=C1)[N+](=O)[O-]